C1(=CC=CC=C1)C1=C(C=CC=C1)C1=C(C(=C(C(=C1C1=CC=CC2=CC=CC=C12)C1=C(C=CC=C1)C1=CC=CC=C1)C1=C(C=CC=C1)C1=CC=CC=C1)N)N (phenyl)(naphthyl)di(biphenylyl)biphenyldiamine